(R)-6-fluoro-1,2,3,4-tetrahydronaphthalene FC=1C=C2CCCCC2=CC1